dichromium trisulfide [S-2].[S-2].[S-2].[Cr+3].[Cr+3]